OC=1C=C2CC[C@@H]([C@@H](C2=CC1)C1=CC=C(C=C1)N1CCC(CC1)CN1CCN(CC1)C=1C=C2CN(C(C2=CC1)=O)[C@@H]1C(NC(CC1)=O)=O)CC (S)-3-(5-(4-((1-(4-((1R,2S)-6-hydroxy-2-ethyl-1,2,3,4-tetrahydronaphthalene-1-yl)phenyl)piperidin-4-yl)methyl)piperazin-1-yl)-1-oxoisoindolin-2-yl)piperidine-2,6-dione